C(C)(C)(C)OC(=O)NCCOC1=CC=C(C=C1)CC(=O)OC methyl 2-(4-(2-((tert-butoxycarbonyl)amino)ethoxy)phenyl)acetate